BrC1=C(N(C2=CC(=CC(=C12)C)Br)C)N=S(=O)(C1=CC=CC=C1)C ((3,6-dibromo-1,4-dimethyl-1H-indol-2-yl)imino)(methyl)(phenyl)-λ6-sulfanone